PHENYL-PYRAZOLECARBOXAMIDE C1(=CC=CC=C1)C=1C(=NNC1)C(=O)N